ClCC(=O)NC1=NC=C(C=N1)C 2-Chloro-N-(5-methylpyrimidin-2-yl)acetamide